2-(2-(4-(2-(6-(1H-Imidazol-1-yl)-3,4-dihydroisoquinolin-2(1H)-yl)ethyl)phenyl)-2H-tetrazol-5-yl)-4,5-dimethoxyaniline N1(C=NC=C1)C=1C=C2CCN(CC2=CC1)CCC1=CC=C(C=C1)N1N=C(N=N1)C1=C(N)C=C(C(=C1)OC)OC